tert-butyl (6-(chloromethyl)pyridazin-3-yl)carbamate ClCC1=CC=C(N=N1)NC(OC(C)(C)C)=O